(pyridin-3-ylmethyl)isophthalamide N1=CC(=CC=C1)CC1=C(C(=O)N)C=CC=C1C(=O)N